BrC1=C(C=C(COC2CCN(CC2)C)C=C1)Cl 4-((4-bromo-3-chlorobenzyl)oxy)-1-methylpiperidine